diethoxyphosphoric acid C(C)OOP(OOCC)(O)=O